C1(CC1)/C=C/C1=C(C(=CC=C1)C)C1=NC=2NS(C=3C=CC=C(C(N[C@@H](COC(=C1)N2)CC(C)C)=O)C3)(=O)=O (11R)-6-[2-[(E)-2-cyclopropylvinyl]-6-methyl-phenyl]-11-isobutyl-2,2-dioxo-9-oxa-2λ6-thia-3,5,12,19-tetrazatricyclo[12.3.1.14,8]nonadeca-1(18),4(19),5,7,14,16-hexaen-13-one